N1CNC2=C1C=CC=C2 2,3-dihydro-1H-benzimidazole